carbonyl-3,3-difluoro-4-hydroxypiperidine C(=O)=C1NCCC(C1(F)F)O